C1(CCC1)CN[C@H]1CN(CCC1)N1C(C=CC=C1)=O ((R)-3-((cyclobutylmethyl)amino)piperidin-1-yl)pyridin-2(1H)-one